CN1C(=NC2=C(C1=O)C=NN2)N2CC1(CN(C1)C1=CC(=NC=C1)C(F)(F)F)CC2 5-methyl-6-(2-(2-(trifluoromethyl)pyridin-4-yl)-2,6-diazaspiro[3.4]octan-6-yl)-1,5-dihydro-4H-pyrazolo[3,4-d]pyrimidin-4-one